ClC1=C(C=C(C=C1)B(O)O)OCC(C)(C)C (4-chloro-3-(neopentyloxy)phenyl)boronic acid